N-methyl-2-(3-(4-((1-methylpiperidin-4-yl)amino)benzoylamino)-1H-pyrazol-5-yl)-1H-benzo[d]imidazole-5-carboxamide CNC(=O)C1=CC2=C(NC(=N2)C2=CC(=NN2)NC(C2=CC=C(C=C2)NC2CCN(CC2)C)=O)C=C1